OC=1C=CC(=C2CN(C(C12)=O)CC(C(=O)N)=C)C1=CC=C2C=NN(C2=C1)C 2-{[7-hydroxy-4-(1-methyl-1H-indazol-6-yl)-1-oxo-2,3-dihydro-1H-isoindol-2-yl]methyl}prop-2-enamide